CC1CN(CCN1C1=CC=CC=C1)C(=O)C1=CC=C(C=C1)OC1=CC=C(C=C1)OC(F)(F)F (3-methyl-4-phenylpiperazin-1-yl)(4-(4-(trifluoromethoxy)phenoxy)phenyl)methanone